BrC1=CN=C(N1C)CN1C[C@H](CC1)N1C(N(C=2C1=NC=CC2)C2=CC=C(C=C2)C2=CC=C(C=C2)O)=O (S)-3-(1-((5-bromo-1-methyl-1H-imidazol-2-yl)methyl)pyrrolidin-3-yl)-1-(4'-hydroxy-[1,1'-biphenyl]-4-yl)-1,3-dihydro-2H-imidazo[4,5-b]pyridin-2-one